2-(2-chloro-3-fluorophenyl)acetic acid ClC1=C(C=CC=C1F)CC(=O)O